(5-phenyl-5H-benzo[b]carbazol-2-yl)boronic acid C1(=CC=CC=C1)N1C2=CC=C(C=C2C=2C=C3C(=CC12)C=CC=C3)B(O)O